O1COC2=CC3=C(C(N4C(O3)CCC4)=O)C=C21 5a,6,7,8-tetrahydro-10H-[1,3]dioxolo[4',5':4,5]benzo[1,2-e]pyrrolo[2,1-b][1,3]oxazin-10-one